C1(CCC(CC1)CN)CN 1,4-cyclohexane-bis-(methylamine)